3-[4-(4-fluoro-3-methyl-phenyl)-7-hydroxy-3-isopropyl-2-quinolyl]bicyclo[1.1.1]pentane-1-carboxylic acid FC1=C(C=C(C=C1)C1=C(C(=NC2=CC(=CC=C12)O)C12CC(C1)(C2)C(=O)O)C(C)C)C